S(CCC(=O)OC(C)C)CCC(=O)OC(C)C diisopropyl thiodipropionate